(6,7-dimethoxy-1-(3,4-dimethoxyphenyl)-3,4-dihydroisoquinolin-2(1H)-yl)(4-styrylphenyl)methanone COC=1C=C2CCN(C(C2=CC1OC)C1=CC(=C(C=C1)OC)OC)C(=O)C1=CC=C(C=C1)C=CC1=CC=CC=C1